C(C)(=O)NC1CC(C1)[C@@H]1N(C[C@@H](CC1)C)C(C(=O)NC=1C=NC(=C(C1)C)N)=O 2-[(2R,5R)-2-(3-acetamidocyclobutyl)-5-methyl-1-piperidyl]-N-(6-amino-5-methyl-3-pyridyl)-2-oxo-acetamide